2-methyl-N-[(1R,3S)-3-{[2-(trifluoromethyl)quinolin-4-yl]amino}cyclohexyl]benzamide CC1=C(C(=O)N[C@H]2C[C@H](CCC2)NC2=CC(=NC3=CC=CC=C23)C(F)(F)F)C=CC=C1